C(C1=CC=CC=C1)=NC=1C=C(C(=NC1)NC)OC N5-benzylidene-3-methoxy-N2-methylpyridine-2,5-diamine